C(C)(C)(C)OC(=O)N1[C@H](CN([C@@H](C1)C)C(C(C)C)C1=NC2=CC=C(C=C2C=C1)F)C.C(C)(C)(C)S(=O)N=CC=1C=C(N=NC1Cl)NC(C(C)(C)C)=O N-(5-(((tert-butylsulfinyl)imino)methyl)-6-chloropyridazin-3-yl)pivalamide tert-Butyl-(2S,5R)-4-(1-(6-fluoroquinolin-2-yl)-2-methylpropyl)-2,5-dimethylpiperazine-1-carboxylate